methyl 2-methyl-5-trifluoromethylbenzoate CC1=C(C(=O)OC)C=C(C=C1)C(F)(F)F